N-((4aR,5S,6aS,7S)-5-hydroxy-1,4a,6a-trimethyl-2-oxo-2,3,4,4a,4b,5,6,6a,7,8,9,9a,9b,10-tetradecahydro-1H-indeno[5,4-f]quinolin-7-yl)cyclopropanecarboxamide O[C@H]1C[C@@]2([C@H](CCC2C2C1[C@]1(CCC(N(C1=CC2)C)=O)C)NC(=O)C2CC2)C